CC1=C(C(=CC=C1)C(F)(F)F)COC=1C=NC(=NC1)N1N=NC2=C1C=CC=C2 1-(5-{[2-methyl-6-(trifluoromethyl)phenyl]methoxy}pyrimidin-2-yl)-1,2,3-benzotriazole